NC1=CC(=C(C=C1)N1CC2(C1)CC(C2)(O)CC(=O)OC(C)(C)C)F tert-butyl 2-[2-(4-amino-2-fluoro-phenyl)-6-hydroxy-2-azaspiro[3.3]heptan-6-yl]acetate